COC(=O)C1(C(OCC(C1)=C)=O)C1=CC(=CC(=C1)Br)Br 3-(3,5-dibromophenyl)-5-methylene-2-oxotetrahydro-2H-pyran-3-carboxylic acid methyl ester